NC1=C(C=C(C=C1)CCO)C 2-(4-amino-3-methylphenyl)ethanol